CC(C(C)=O)=O 2,3-Butandion